2-(8-ethyl-3-(methoxymethoxy)naphthalen-1-yl)-12-fluoro-5a,6,7,8,9,10-hexahydro-5H-4-oxa-3,10a,11,13,14-pentaaza-6,9-methanonaphtho[1,8-ab]heptalene-14-carboxylate C(C)C=1C=CC=C2C=C(C=C(C12)C=1C=C2N=C(N=C3C2=C(OCC2C4CCC(CN32)N4C(=O)[O-])N1)F)OCOC